3-(4-(2-((1-cyclopropyl-1H-pyrazol-4-yl)amino)-5-methylpyrimidin-4-yl)phenoxy)cyclobutanecarbonitrile C1(CC1)N1N=CC(=C1)NC1=NC=C(C(=N1)C1=CC=C(OC2CC(C2)C#N)C=C1)C